tert-butyl 4-[2-[2-(2-aminoethoxy)ethoxy] ethoxy]piperidine-1-carboxylate NCCOCCOCCOC1CCN(CC1)C(=O)OC(C)(C)C